COC(=O)[C@@H]1O[C@](C[C@H]1C1=C(C=CC=C1OC)F)(C(F)(F)F)C |r| rac-(2r,3s,5r)-3-(2-fluoro-6-methoxy-phenyl)-5-methyl-5-(trifluoromethyl)tetrahydrofuran-2-carboxylic acid methyl ester